3-(2,6-difluoro-4-(3-((5-(4-(trifluoromethoxy)phenyl)-1,3,4-oxadiazol-2-yl)amino)azetidin-1-yl)phenyl)piperidine-2,6-dione FC1=C(C(=CC(=C1)N1CC(C1)NC=1OC(=NN1)C1=CC=C(C=C1)OC(F)(F)F)F)C1C(NC(CC1)=O)=O